BrC=1C=C(C=CC1)[C@H](C)N (1s)-1-(3-bromophenyl)ethan-1-amine